perfluorobutyl-4-(1-naphthyl)tetralone FC1(C(C2=C(C(=C(C(=C2C(C1(F)F)(C1=C(C(=C(C2=C(C(=C(C(=C12)F)F)F)F)F)F)F)F)F)F)F)F)=O)C(C(C(C(F)(F)F)(F)F)(F)F)(F)F